C(C1=CC=CC=C1)OC(=O)N1CCC(CC1)CS(=O)(=O)NC1=C(N=CS1)C(=O)O 5-[({1-[(benzyloxy)carbonyl]piperidin-4-yl}methyl)sulfonamido]-1,3-thiazole-4-carboxylic acid